N-(4-(4-amino-1-(3-hydroxy-3-methylcyclohexanyl)-1H-pyrazolo[3,4-d]pyrimidin-3-yl)benzyl)-5-fluoro-2-methoxybenzamide NC1=C2C(=NC=N1)N(N=C2C2=CC=C(CNC(C1=C(C=CC(=C1)F)OC)=O)C=C2)C2CC(CCC2)(C)O